6-[4-(2-hydroxypropan-2-yl)phenyl]-3-methyl-1-[2-(2,2,2-trifluoroethoxy)phenyl]-6,7-dihydro-1H-pyrrolo[3,4-b]pyridine-2,5-dione OC(C)(C)C1=CC=C(C=C1)N1CC=2N(C(C(=CC2C1=O)C)=O)C1=C(C=CC=C1)OCC(F)(F)F